tert-butyl (S)-3-((7-((tert-butoxycarbonyl)(4-(pyridin-2-yl)benzyl)amino)-3-cyclopropylpyrazolo[1,5-a]pyrimidin-5-yl)amino)piperidine-1-carboxylate C(C)(C)(C)OC(=O)N(C1=CC(=NC=2N1N=CC2C2CC2)N[C@@H]2CN(CCC2)C(=O)OC(C)(C)C)CC2=CC=C(C=C2)C2=NC=CC=C2